4-[8-(4-hydroxy-4-methyl-cyclohexyl)-2-methylsulfinyl-7-oxo-pyrido[2,3-d]pyrimidin-6-yl]-8-methyl-2,3-dihydroquinoxaline-1-carboxylic acid benzyl ester C(C1=CC=CC=C1)OC(=O)N1CCN(C2=CC=CC(=C12)C)C1=CC2=C(N=C(N=C2)S(=O)C)N(C1=O)C1CCC(CC1)(C)O